(5-isopropyl-1H-pyrazol-3-yl)-(8-methoxy-1,3,4,5-tetrahydropyrido[4,3-b]indol-2-yl)methanone C(C)(C)C1=CC(=NN1)C(=O)N1CC2=C(NC=3C=CC(=CC23)OC)CC1